NC1=NC=CC(=C1C#CC(C)(C)C)N1N=C(C2=CC=CC=C12)N (2-amino-3-(3,3-dimethylbut-1-yn-1-yl)pyridine-4-yl)-1H-indazol-3-amine